ClC=1C=C(N=NC1)N(C(OC(C)(C)C)=O)CC1=C(C=C(C=C1)OC)OC tert-Butyl (5-chloropyridazin-3-yl)(2,4-dimethoxybenzyl)carbamate